C1=CC=C2C(=C1)C3=C(O2)C=CC(=C3Br)Br Dibromodibenzofuran